hexaallyl-biimidazole (3S,6S)-6-isopropenyl-3-methyl-9-decenylacetate C(=C)(C)[C@H](CC[C@H](CCCC(=O)O)C)CCC=C.C(C=C)C1C(N(C(N1CC=C)(C=1NC=CN1)CC=C)CC=C)(CC=C)CC=C